CC=1OC(=CC1C(=O)NC1=NC(=NS1)CN(C)C)C1=CC(=CC=C1)C(F)(F)F 2-Methyl-5-(3-(trifluoromethyl)phenyl)-N-(3-((dimethylamino)methyl)-1,2,4-thiadiazol-5-yl)furan-3-Carboxamide